cyclopentadienyl-sulfur phosphorus [P].C1(C=CC=C1)[S]